CC1=NC=C(C(=N1)N)S 2-methyl-mercapto-4-aminopyrimidine